C1(=CC=CC=C1)C(=CCCC=O)C 5-phenyl-4-hexenal